C(CCCCCCCCCCCCCCC)(=O)OCC(COC(N(C)C1CN(C1)CCCF)=O)OC(CCCCCCCCCCCCCCC)=O 3-(((1-(3-fluoropropyl)azetidin-3-yl)(methyl)carbamoyl)oxy)propane-1,2-diyl dipalmitate